ClC1=CC=C(C(=N1)C(=O)O)NC(C)C=1C=C(C=C2C(C=C(OC12)C=1C=C2C(=NN(C2=CC1)C)C)=O)C 6-Chloro-3-[1-[2-(1,3-dimethylindazol-5-yl)-6-methyl-4-oxo-chromen-8-yl]ethylamino]pyridine-2-carboxylic acid